NC1=NN2C(C=C(C=C2)C2=C(C=CC(=N2)OCCC(C(C)(O)C2=CC=C(C=C2)F)(F)F)Cl)=N1 5-((6-(2-amino-[1,2,4]triazolo[1,5-a]pyridin-7-yl)-5-chloropyridin-2-yl)oxy)-3,3-difluoro-2-(4-fluorophenyl)pentan-2-ol